zinc borate monohydrate O.B([O-])([O-])[O-].[Zn+2].B([O-])([O-])[O-].[Zn+2].[Zn+2]